2-dimethylamino-2-(4-methylbenzyl)-1-(4-morpholin-4-ylphenyl)-butane CN(C(CC1=CC=C(C=C1)N1CCOCC1)(CC)CC1=CC=C(C=C1)C)C